FC1CC2(C1)C[C@@H](N(CC2)CC2=C1C=CNC1=C(C=C2OC)C)C2=CC=C(C(=O)O)C=C2 4-((2s,4s,6r)-2-fluoro-7-((5-methoxy-7-methyl-1H-indol-4-yl)methyl)-7-azaspiro[3.5]nonan-6-yl)benzoic acid